[Na].[Na].OCCOC1=C(C(=NC(=N1)C1=CC(=NC=C1)C1=NN=NN1)NS(=O)(=O)C1=NC=C(C=C1)C)OC1=C(C=CC=C1)OC 5-methyl-pyridine-2-sulfonic acid {6-(2-hydroxy-ethoxy)-5-(2-methoxy-phenoxy)-2-[2-(1H-tetrazol-5-yl)-pyridin-4-yl]-pyrimidin-4-yl}-amide disodium salt